C1(=CC=CC=C1)C1=C(C(=NC=C1)N1CC(CC1)C(F)(F)F)C1=NC2=C(N1)COCC2 2-(4-phenyl-2-(3-(trifluoromethyl)pyrrolidin-1-yl)pyridin-3-yl)-3,4,6,7-tetrahydropyrano[3,4-d]imidazole